NCCN1C(C=CC1=O)=O N-(2-aminoethyl)-maleimide